4-((1-methylpiperidin-4-yl)amino)-N-(3-(1-(3-chlorophenyl)-1H-benzo[d]imidazol-6-yl)-1H-pyrazol-5-yl)benzamide CN1CCC(CC1)NC1=CC=C(C(=O)NC2=CC(=NN2)C=2C=CC3=C(N(C=N3)C3=CC(=CC=C3)Cl)C2)C=C1